OC(OCC)C1=NC(=CC(=C1N)OC)C 2-(1,3-Dioxapentan-2-yl)-4-methoxy-6-methylpyridin-3-amine